(2-bromo-6-fluoro-4-(trifluoromethyl)phenyl)-2,2,2-trifluoroacetamide BrC1=C(C(=CC(=C1)C(F)(F)F)F)NC(C(F)(F)F)=O